4-(4-(4-((2-(2,6-dioxopiperidin-3-yl)-6-fluoro-1,3-dioxoisoindolin-5-yl)methyl)piperazin-1-yl)piperidin-1-yl)-N-(4-methyl-3-((4-(pyridin-3-yl)pyrimidin-2-yl)amino)phenyl)benzamide O=C1NC(CCC1N1C(C2=CC(=C(C=C2C1=O)CN1CCN(CC1)C1CCN(CC1)C1=CC=C(C(=O)NC2=CC(=C(C=C2)C)NC2=NC=CC(=N2)C=2C=NC=CC2)C=C1)F)=O)=O